2-(Cyclopropyloxy)-6-methoxybenzene-1-sulfonyl Chloride C1(CC1)OC1=C(C(=CC=C1)OC)S(=O)(=O)Cl